ethyl 2-(aminomethyl)picolinate NCC1(NC=CC=C1)C(=O)OCC